CC1=NOC(=C1)NCC1=NC=C(C=C1)C1=NOC(=N1)C(F)(F)F 3-methyl-N-({5-[5-(trifluoromethyl)-1,2,4-oxadiazol-3-yl]pyridin-2-yl}methyl)-1,2-oxazol-5-amine